O1[C@H](COC2=C1C=CC=C2)C2=CC=C(CNC1C(N(CCC1)C)=O)C=C2 ({4-[(2S)-2,3-dihydro-1,4-benzodioxin-2-yl]benzyl}amino)-1-methylpiperidin-2-one